N(=O)N1CCC[C@H]1CC (3S,5R)-1-nitroso-5-ethyl-pyrrolidine